(1S,3R,4S)-N-[(1S)-1-cyano-2-[(3R)-2-oxo-3-piperidyl]ethyl]-2-[(2R)-3-cyclobutyl-2-[(2,2,2-trifluoroacetyl)amino]propanoyl]-5,5-difluoro-2-azabicyclo[2.2.2]octane-3-carboxamide C(#N)[C@H](C[C@@H]1C(NCCC1)=O)NC(=O)[C@@H]1N([C@@H]2CC([C@H]1CC2)(F)F)C([C@@H](CC2CCC2)NC(C(F)(F)F)=O)=O